(3S,4R)-4-(((Phenylmethoxy)carbonyl)amino)-3-(hydroxymethyl)piperidine-1-carboxylic acid tert-butyl ester C(C)(C)(C)OC(=O)N1C[C@@H]([C@@H](CC1)NC(=O)OCC1=CC=CC=C1)CO